1-(4-{6-[3-chloro-6-(trifluoromethyl)pyrazolo[4,3-c]pyridin-2-yl]-5-(ethylsulfanyl)pyridin-3-yl}phenyl)cyclopropane-1-carbonitrile ClC=1N(N=C2C1C=NC(=C2)C(F)(F)F)C2=C(C=C(C=N2)C2=CC=C(C=C2)C2(CC2)C#N)SCC